F[C@@H]1C[C@@H]2CC(CN2C1)=C (2R,7aS)-2-fluoro-6-methylenetetrahydro-1H-pyrrolizine